C(C)(=O)O.C(C)(=O)O.IC1=CC=CC=C1 iodobenzene bis(acetate)